tert-butyl 4-(4-chloro-3-((4-cyano-2-fluorobenzyl)oxy)-1H-pyrazol-1-yl)piperidine-1-carboxylate ClC=1C(=NN(C1)C1CCN(CC1)C(=O)OC(C)(C)C)OCC1=C(C=C(C=C1)C#N)F